C(CCCCC=C)OCC(=O)N 2-(hept-6-en-1-yloxy)acetamide